ClC1=NC=CC=C1CC(=O)NC1=CC(=C(C=C1)N1N=CC(=C1)C#N)S(N)(=O)=O 2-(2-chloropyridin-3-yl)-N-[4-(4-cyano-1H-pyrazol-1-yl)-3-sulfamoylphenyl]acetamide